N1C=CC=2C1=NC=C(C2)OC2=C(C(=O)NS(=O)(=O)C1=CC(=CC=C1)[N+](=O)[O-])C=CC(=C2)N2CCN(CC2)C2CCOC1=CC=CC=C21 2-((1H-pyrrolo[2,3-b]pyridin-5-yl)oxy)-4-(4-(chroman-4-yl)piperazin-1-yl)-N-((3-nitrophenyl)sulfonyl)benzamide